N1=NN(C2=NC=CC=C21)C2=CC(=C(C(=O)N([C@H]1CNCCC1)C1=NC=CC=C1\C=C\CO)C=C2)F (R,E)-4-(3H-[1,2,3]triazolo[4,5-b]pyridin-3-yl)-2-fluoro-N-(3-(3-hydroxyprop-1-en-1-yl)pyridin-2-yl)-N-(piperidin-3-yl)benzamide